C(C)(C)(C)OC([C@@H](CC1=CC2=C(C(=CO2)C=O)C=C1)[C@@H]1CN(CC1)C(=O)OC(C)(C)C)=O tert-butyl (R)-3-((S)-1-(tert-butoxy)-3-(3-formylbenzofuran-6-yl)-1-oxopropane-2-yl)pyrrolidine-1-carboxylate